(2S)-2-(9H-fluoren-9-ylmethoxycarbonylamino)-3-[4-(4-hydroxy-2-methyl-phenyl)-phenyl]propanoic acid C1=CC=CC=2C3=CC=CC=C3C(C12)COC(=O)N[C@H](C(=O)O)CC1=CC=C(C=C1)C1=C(C=C(C=C1)O)C